4-N-NONYLBENZENEBORONIC ACID B(C1=CC=C(C=C1)CCCCCCCCC)(O)O